FC=1C=C2C=NN(C2=C(C1OCOC)F)C1=CC=C(C=C1)N1CC(S(C(C1)C)(=O)=O)C 4-(4-(5,7-difluoro-6-(methoxymethoxy)-1H-indazol-1-yl)phenyl)-2,6-dimethylthiomorpholine 1,1-dioxide